Rac-2-methyl-5-((2s,5r)-5-methylpiperidin-2-yl)-2H-indazole CN1N=C2C=CC(=CC2=C1)[C@H]1NC[C@@H](CC1)C |r|